C1(CC1)C1=CC=C2C(=NC(N(C2=C1)C1=NC=CN=C1C)=O)NC 7-cyclopropyl-4-(methylamino)-1-(3-methylpyrazin-2-yl)quinazolin-2(1H)-one